trans-But-2-en C\C=C\C